NC=1C(=C(C=C2C=C(N=CC12)NC(OC1CN(C1)C(C)=O)=O)C1=C(C2=C(OCCN2)N=C1)C)F 1-Acetylazetidin-3-yl (8-amino-7-fluoro-6-(8-methyl-2,3-dihydro-1H-pyrido[2,3-b][1,4]oxazin-7-yl)isoquinolin-3-yl)carbamate